ClC=1N=C(C2=C(N1)N(C=C2)C(CF)CF)N[C@@H]2[C@H](C1CCC2CC1)C(=O)OCC (2S,3S)-ethyl 3-((2-chloro-7-(1,3-difluoropropan-2-yl)-7H-pyrrolo[2,3-d]pyrimidin-4-yl)amino)bicyclo[2.2.2]octane-2-carboxylate